ClC1=C(C(=CC(=C1)Cl)Cl)OS(=O)(=O)C=1C=NN2C1OCC(C2)OC2OCCCC2 6-(tetrahydro-pyran-2-yloxy)-6,7-dihydro-5H-pyrazolo[5,1-b][1,3]oxazine-3-sulfonic acid 2,4,6-trichloro-phenyl ester